N-(4-(6-fluoro-3,4-dihydro-isoquinolin-2(1H)-yl)-2,6-dimethylphenyl)spiro[3.4]octane-2-carboxamide FC=1C=C2CCN(CC2=CC1)C1=CC(=C(C(=C1)C)NC(=O)C1CC2(C1)CCCC2)C